Methyl 3-(((2-methyl-6-(1-methyl-5-((tetrahydro-2H-pyran-2-yl)methyl)-1H-1,2,3-triazol-4-yl)pyridin-3-yl)oxy)methyl)bicyclo[1.1.1]pentane-1-carboxylate CC1=NC(=CC=C1OCC12CC(C1)(C2)C(=O)OC)C=2N=NN(C2CC2OCCCC2)C